C(=O)=[Mo](=C=O)(=C=O)=C=O tetracarbonylmolybdenum(0)